CC=1C(=C(C(=O)O)C=C(C1)C(N)=O)NC1=C(C=NC2=CC=C(C=C12)Cl)S(=O)(=O)N1CCOCC1 methyl-5-carbamoyl-2-[(6-chloro-3-morpholinosulfonyl-4-quinolyl)amino]benzoic acid